C(#N)N1CC2=C(C=C(C=C2C1)NC(=O)[C@H]1CN(CCC1)C)C1=CC=C(C=C1)OC (R)-N-(2-cyano-7-(4-methoxyphenyl)isoindolin-5-yl)-1-methylpiperidine-3-carboxamide